OCCN1CCN(CC1)CCS(=O)(=O)O 2-(4-(2-hydroxyethyl)-piperazin-1-yl)-ethanesulfonic acid